CNC[C@@H]1OCCC2=CC=C(C=C12)C=1C=NC=CC1 |r| racemic-N-methyl-1-(7-(pyridin-3-yl)isochroman-1-yl)methanamine